FC(C(=O)O)(F)F.FC(OC1=CC=C(C=C1)S(=O)(=O)N1CCOC2(CNC2)C1)F 8-((4-(difluoromethoxy)phenyl)sulfonyl)-5-oxa-2,8-diazaspiro[3.5]nonane trifluoroacetate